(S)-3-(4-((3,5-dichloro-4-((S)-3-chloro-2-hydroxypropoxy)phenyl)sulfonyl)phenoxy)propane-1,2-diol ClC=1C=C(C=C(C1OC[C@@H](CCl)O)Cl)S(=O)(=O)C1=CC=C(OC[C@H](CO)O)C=C1